oxooxazolidine-4-carboxylate O=C1OCC(N1)C(=O)[O-]